[2H]C1=C2C(=C(N=C1[2H])[2H])ONC2=O 4,5,7-trideuterioisoxazolo[5,4-c]pyridin-3-one